ortho-dihydroxybenzenesulfonic acid OC1(C(C=CC=C1)O)S(=O)(=O)O